O=C1N(CCC12CCN(CC2)CC(=O)O)CCCC2=NC=1NCCCC1C=C2 2-(1-oxo-2-(3-(5,6,7,8-tetrahydro-1,8-naphthyridin-2-yl)propyl)-2,8-diazaspiro[4.5]decan-8-yl)acetic acid